3-cyano-4-(4-methoxy-4-methylpiperidin-1-yl)-2-oxo-1,2-dihydro-1,7-naphthyridin C(#N)C=1C(NC2=CN=CC=C2C1N1CCC(CC1)(C)OC)=O